(6aR,7R,10aS)-4-(4-fluorophenyl)-7,10a-dimethyl-8-oxo-2-(quinolin-4-yl)-5,6,6a,7,8,10a-hexahydrobenzo[h]quinazoline-9-carbonitrile FC1=CC=C(C=C1)C1=NC(=NC=2[C@]3([C@H](CCC12)[C@H](C(C(=C3)C#N)=O)C)C)C3=CC=NC1=CC=CC=C31